BrC=1C=CC(=NC1)N=S1(CC=CC=C1)=O 1-[(5-bromopyridin-2-yl)imino]-1λ6-thiopyran-1-oxide